isononylmethylenediamine C(CCCCCC(C)C)C(N)N